2-amino-9-((2S,4aR,6R,7aS)-2-(((4R,5R)-5-(benzyloxy)-1,2-dithian-4-yl)oxy)-2-oxidotetrahydro-4H-furo[3,2-d][1,3,2]dioxaphosphinin-6-yl)-1,9-dihydro-6H-purine-6-thione NC=1NC(C=2N=CN(C2N1)[C@H]1C[C@@H]2O[P@@](OC[C@H]2O1)(=O)O[C@H]1CSSC[C@@H]1OCC1=CC=CC=C1)=S